N-[4-(4,4,5,5-tetramethyl-1,3,2-dioxaborolan-2-yl)phenyl]methanesulfonamide CC1(OB(OC1(C)C)C1=CC=C(C=C1)NS(=O)(=O)C)C